TMStrimethyl-silane tert-butyl-(2R,3S,4S)-3-(acetyloxy)-4-hydroxy-2-[(4-methoxyphenyl)methyl]-4-methylpyrrolidine-1-carboxylate C(C)(C)(C)OC(=O)N1[C@@H]([C@@H]([C@@](C1)(C)O)OC(C)=O)CC1=CC=C(C=C1)OC.[Si](C)(C)(C)[Si](C)(C)C